C(CCCCC)C(C(=O)OCC(COC(CCNC([C@@H](C(COC(CCN1CCCCC1)=O)(C)C)O)=O)=O)OC(C(CCCCCCCC)CCCCCC)=O)CCCCCCCC 3-((3-((R)-2-Hydroxy-3,3-dimethyl-4-((3-(piperidin-1-yl)propanoyl)oxy) butanamido)propanoyl)oxy)propane-1,2-diyl bis(2-hexyldecanoate)